[Si](C)(C)(C(C)(C)C)OCCCC1=C(C=CC(=C1)C1=C(N=CS1)C)CNC(OC(C)(C)C)=O tert-butyl N-[[2-[3-[tert-butyl(dimethyl)silyl]oxypropyl]-4-(4-methylthiazol-5-yl) phenyl]methyl]carbamate